C1=C(C=CC=C1O)C (E)-3-cresol